1-((5-bromo-2-oxoindolin-1-yl)methyl)cyclopropane-1-carbonitrile BrC=1C=C2CC(N(C2=CC1)CC1(CC1)C#N)=O